[Pt](Cl)Cl.N1=CC=C(C=C1)C.N1=CC=C(C=C1)C bis-(γ-picoline) platinum dichloride